C[C@H]1N(CCN(C1)C=1C2=C(N=CN1)NC=C2C2=CC=CC=C2)C(=O)OC(C)(C)C tert-butyl (R)-2-methyl-4-(5-phenyl-7H-pyrrolo[2,3-d]pyrimidin-4-yl)piperazine-1-carboxylate